(S)-1-(3-(difluoromethoxy)phenyl)butan-1-amine hydrochloride Cl.FC(OC=1C=C(C=CC1)[C@H](CCC)N)F